tert-butyl ((3S,5R)-1-acryloyl-5-methylpyrrolidin-3-yl)carbamate C(C=C)(=O)N1C[C@H](C[C@H]1C)NC(OC(C)(C)C)=O